C(C)(C)(C)OC(=O)N1CCC(=CC1)C=1N=NC(=CC1)NC(C1=CC=C(C=C1)C(=O)OC)=O 4-[6-(4-methoxycarbonyl-benzoylamino)-pyridazin-3-yl]-3,6-dihydro-2H-pyridine-1-carboxylic acid tert-butyl ester